s-pentanol C(C)(CCC)O